O1C[C@@H](OC2=NC=CC=C21)C2=CC=C(CN1CCC(CC1)CC1=CC=C(C(=O)O)C=C1)C=C2 4-[(1-{4-[(3S)-2,3-dihydro[1,4]dioxino[2,3-b]pyridin-3-yl]benzyl}piperidin-4-yl)methyl]benzoic acid